4-fluoro-2-[6-(5-fluoro-6-{[(2S)-1-(1H-tetrazol-1-yl)propan-2-yl]oxy}pyridin-2-yl)imidazo[1,2-b]pyridazin-3-yl]-6-methoxybenzonitrile FC1=CC(=C(C#N)C(=C1)OC)C1=CN=C2N1N=C(C=C2)C2=NC(=C(C=C2)F)O[C@H](CN2N=NN=C2)C